C1=CC2=C(C=C1Br)C(=O)C3=C2C=CC(=C3)Br 2,7-dibromo-fluorenone